3-(3-Chloro-4-fluorophenyl)-1-(cyclopentylmethyl)-1-(1-(1-oxo-1,2-dihydroisoquinolin-4-yl)ethyl)urea ClC=1C=C(C=CC1F)NC(N(C(C)C1=CNC(C2=CC=CC=C12)=O)CC1CCCC1)=O